ClC=1N=C(C2=C(N1)C=CO2)NCC2=CC=C(C=C2)OC2CC(C2)OC 2-chloro-N-(4-(3-methoxycyclobutoxy)benzyl)furo[3,2-d]pyrimidin-4-amine